FC([C@@](C(=O)N1CC2=C(C=C(C=C2CC1)C1=CC2=C(N=N1)NC=C2C)[C@H]2NCCC2)(C)O)(F)F (S)-3,3,3-trifluoro-2-hydroxy-2-methyl-1-(6-(5-Methyl-7H-pyrrolo[2,3-c]pyridazin-3-yl)-8-((S)-pyrrolidin-2-yl)-3,4-diHydroisoquinolin-2(1H)-yl)propan-1-one